BrC1=CC=C(C=C1)NC=1SC(=CN1)C1=CC=C(C=C1)OC1=C2N=CN(C2=NC=N1)CC1CC1 N-(4-bromophenyl)-5-(4-((9-(cyclopropylmethyl)-9H-purin-6-yl)oxy)phenyl)thiazol-2-amine